3,5-dicarboxyethoxy-2,6-dimethyl-1,4-dihydropyridine C(=O)(O)C1=C(N(C(=C(C1)C(=O)O)C)OCC)C